N-(2,5-dichloropyrimidin-4-yl)-2-methyl-1-(methylsulfonyl)indolin-7-amine ClC1=NC=C(C(=N1)NC=1C=CC=C2CC(N(C12)S(=O)(=O)C)C)Cl